(S)-4-(3-amino-1H-indazol-5-yl)-1-(2-((tert-butyldimethylsilyl)oxy)-1-(3-Chlorophenyl)ethyl)pyridin-2(1H)-one NC1=NNC2=CC=C(C=C12)C1=CC(N(C=C1)[C@H](CO[Si](C)(C)C(C)(C)C)C1=CC(=CC=C1)Cl)=O